CN(CCN(C1=C(C=C(C(=C1)OC)NC1=NC=NC(=C1)N1OCC[C@@H]1C=1SC=CC1)NC(C=C)=O)C)C N-(2-((2-(dimethylamino)ethyl)(methyl)amino)-4-methoxy-5-((6-((R)-3-(thiophene-2-yl)isoxazolidine-2-yl)pyrimidine-4-yl)amino)phenyl)acrylamide